ONC(C1=NC=CC=C1)=O N-hydroxypicolinamide